tert-Butyl (1R,5S)-3-(7-(benzyloxy)-2'-(methylthio)-3,4,5',8'-tetrahydro-2H,6'H-spiro[naphthalene-1,7'-quinazolin]-4'-yl)-3,8-diazabicyclo[3.2.1]octane-8-carboxylate C(C1=CC=CC=C1)OC1=CC=C2CCCC3(CCC=4C(=NC(=NC4C3)SC)N3C[C@H]4CC[C@@H](C3)N4C(=O)OC(C)(C)C)C2=C1